BrC=1C=CC=C2C=NC(=NC12)NC=1C=CC(=C(C1)NC(OCC1C2=CC=CC=C2C=2C=CC=CC12)=O)C 9H-fluoren-9-ylmethyl N-[5-[(8-bromoquinazolin-2-yl)amino]-2-methyl-phenyl]carbamate